C(C)(C)(C)OOC(C)(C)C1=CC=CC=C1 cumyl t-butyl peroxide